(R)-N-(5-((3-((5-fluoro-4-methoxypyrimidin-2-yl)methyl)piperidin-1-yl)methyl)thiazol-2-yl)acetamide FC=1C(=NC(=NC1)C[C@@H]1CN(CCC1)CC1=CN=C(S1)NC(C)=O)OC